C1(=CC=CC=C1)C=CC1=CC=CC=C1 1,2-diphenyl-ethylene